O=C1N(C(CCC1C1=CC=C(C=C1)OCC#C)=O)C(=O)OC(C)(C)C tert-Butyl 2,6-dioxo-3-(4-(prop-2-yn-1-yloxy)phenyl)piperidine-1-carboxylate